[3-[4-[3-(2,2-Dimethylpropyl)triazol-4-yl]phenyl]azetidin-1-yl]-[3-(triazol-1-yl)pyrrolidin-1-yl]methanone CC(CN1N=NC=C1C1=CC=C(C=C1)C1CN(C1)C(=O)N1CC(CC1)N1N=NC=C1)(C)C